(1s,3s)-3-((5-(cinnolin-6-yl)-7H-pyrrolo[2,3-d]pyrimidin-2-yl)amino)-1-methylcyclobutan-1-ol N1=NC=CC2=CC(=CC=C12)C1=CNC=2N=C(N=CC21)NC2CC(C2)(O)C